N-[(1S)-1-[[cyano(3-pyridyl)methyl]carbamoyl]-3-methyl-butyl]-4-methoxy-1H-indole-2-carboxamide C(#N)C(C=1C=NC=CC1)NC(=O)[C@H](CC(C)C)NC(=O)C=1NC2=CC=CC(=C2C1)OC